FC1=C(C(=CC=C1)F)P(O)(O)=O (2,6-difluorophenyl)phosphonic acid